C(=C)S(=O)(=O)F VINYLSULFONYLFLUORID